3-(3-((N-cyclohexylphenylsulfonamido)methyl)-4-methylphenyl)-3-((1-ethyl-1H-1,2,3-triazol-4-yl)methoxy)-2,2-dimethylpropanoic acid C1(CCCCC1)N(S(=O)(=O)C1=CC=CC=C1)CC=1C=C(C=CC1C)C(C(C(=O)O)(C)C)OCC=1N=NN(C1)CC